C(C1=CC=CC=C1)N1C(C2(C3=CC(=CC=C13)C)C(=CC=1C(OC3=C(C12)C=C(C=C3)Cl)C3=CC(=CC=C3)OC)C#N)=O benzyl-8-chloro-4-(3-methoxyphenyl)-5'-methyl-2'-oxo-4H-spiro[cyclopenta[c]benzopyran-1,3'-indoline]-2-carbonitrile